C1=CC=C2C(=C1)SC3=CC=CC=C3S2 The molecule is the organosulfur heterocyclic compound that is the parent compound of the thianthrenes, a tricyclic structure comprising two benzene rings fused to the b and e sides of 1,4-dithin. It is a mancude organic heterotricyclic parent, an organosulfur heterocyclic compound and a member of thianthrenes.